1,3,4-oxadiazol-2-yl-acrylate O1C(=NN=C1)OC(C=C)=O